3-[1-(5-benzyl-pyrimidin-2-yl)piperidin-4-yl]-6-(1-methyl-1H-pyrazol-4-yl)pyrazolo[1,5-a]pyridine C(C1=CC=CC=C1)C=1C=NC(=NC1)N1CCC(CC1)C=1C=NN2C1C=CC(=C2)C=2C=NN(C2)C